1,1,1-trifluoro-4-(3-methoxy-4-{[4-(methylsulfanyl)-1,3-benzothiazol-2-yl]oxy}phenyl)-2-methylbutan-2-ol FC(C(CCC1=CC(=C(C=C1)OC=1SC2=C(N1)C(=CC=C2)SC)OC)(O)C)(F)F